C(C1=CC=CC=C1)OC=1C(=CC(=C(C=O)C1)O)Cl 5-(benzyloxy)-4-chloro-2-hydroxybenzaldehyde